1-hydroxymethyl-N,N-dimethylcyclopropane-1-carboxamide OCC1(CC1)C(=O)N(C)C